2-[4-(morpholin-4-yl)butyl]-4-(2-phenylethyl)-2,3-dihydropyridazin-3-one N1(CCOCC1)CCCCN1N=CC=C(C1=O)CCC1=CC=CC=C1